BrC=1C=NN2C1C=C(C=C2N2CCN(CC2)C(=O)N(C)C)S(NC2(CC2)C)(=O)=O 4-(3-bromo-5-(N-(1-methylcyclopropyl)sulfamoyl)pyrazolo[1,5-a]pyridin-7-yl)-N,N-dimethylpiperazine-1-carboxamide